C(C)(C)(C)OC(CC[C@H](NC(=O)OC(C)(C)C)C(=O)O)=O Boc-L-glutamic acid-5-tert-butyl ester